dihydroindenyl-pyrazolo[3,4-b]pyridine-amine C1(CCC2=CC=CC=C12)C1=C2C(=NC=C1)NN=C2N